C(#N)C1=CC(=C(C=C1)[C@]1(OC(C2=C(O1)C=CC=C2)C2CCN(CC2)CC=2N(C1=C(N2)SC(=C1)C(=O)OCC)C[C@H]1OCC1)C)F ethyl 2-((4-((S)-2-(4-cyano-2-fluorophenyl)-2-methylbenzo[d][1,3]dioxan-4-yl) piperidin-1-yl) methyl)-1-(((S)-oxetan-2-yl) methyl)-1H-thieno[2,3-d]imidazole-5-carboxylate